N-((7-(3-cyano-5-fluorophenoxy)-2,2-difluoro-3-oxo-2,3-dihydro-1H-inden-4-yl)(methyl)(oxo)-λ6-sulfanylidene)cyanamide C(#N)C=1C=C(OC=2C=CC(=C3C(C(CC23)(F)F)=O)S(=NC#N)(=O)C)C=C(C1)F